(R)-tert-butyl (2-((tert-butyldimethylsilyl)oxy)-1-(4-ethynylphenyl)ethyl)carbamate [Si](C)(C)(C(C)(C)C)OC[C@@H](C1=CC=C(C=C1)C#C)NC(OC(C)(C)C)=O